FC1([C@H]2C[C@@H](C[C@@H](C1)N2)N(C2=CC=C(N=N2)C2=C(C=C1C=CN=CC1=C2)O)C)F 7-(6-(((1S,3R,5R)-6,6-difluoro-8-azabicyclo[3.2.1]octan-3-yl)(methyl)amino)pyridazin-3-yl)isoquinolin-6-ol